(R)-1'-(2-(5-Amino-3-(pyridin-2-yl)-1H-pyrazol-1-yl)acetyl)-6-chloro-5-fluorospiro[benzo[d][1,3]oxazine-4,3'-pyrrolidin]-2(1H)-one NC1=CC(=NN1CC(=O)N1C[C@@]2(CC1)C1=C(NC(O2)=O)C=CC(=C1F)Cl)C1=NC=CC=C1